3-[({6,7-dimethoxy-1H,2H,3H-cyclopenta[b]quinolin-9-yl}amino)methyl]-1-(pyridin-4-yl)azetidin-3-ol COC=1C(=CC=2C(=C3C(=NC2C1)CCC3)NCC3(CN(C3)C3=CC=NC=C3)O)OC